(RS)-Isoquinoline C1=NC=CC2=CC=CC=C12